NN1C=NC(=C2N3C(N=C12)N(C(N3C)=O)CCN3CCN(CC3)C3=CC=C(C=C3)OCCO)C=3OC=CC3 5-Amino-8-(2-furyl)-3-[2-[4-[4-(2-hydroxyethoxy)phenyl]piperazin-1-yl]ethyl]-1-methyl-[1,2,4]triazolo[5,1-f]purin-2-one